C1=CC=CC2=CC3=CC=CC=C3C(=C12)C(=O)N1CCN(CC1)C1=NC=C(C=C1)O Anthracen-9-yl[4-(5-hydroxypyridin-2-yl)-piperazin-1-yl]-methanone